[2-[[(1S)-2-[(1RS,2SR)-2-(3,5-dichloro-2-pyridyl)-1-methyl-propoxy]-1-methyl-2-oxo-ethyl]carbamoyl]-4-methoxy-3-pyridyl]oxymethyl 2-methyl-propanoate CC(C(=O)OCOC=1C(=NC=CC1OC)C(N[C@H](C(=O)O[C@@H]([C@@H](C)C1=NC=C(C=C1Cl)Cl)C)C)=O)C |&1:21,22|